1-propionyl-2-cyclopropyl-lysergic acid diethylamide C(C)N(C(=O)[C@H]1CN(C)[C@@H]2CC3=C(N(C4=CC=CC(C2=C1)=C34)C(CC)=O)C3CC3)CC